FC=1C(=C(C=C(C1)C1(CCCCC1)OC)[C@H](C(=O)O)N1C[C@@H](CC1)N(CCCCCC1=NC=2NCCCC2C=C1)C)OC (R)-2-(3-fluoro-2-methoxy-5-(1-methoxycyclohexyl)phenyl)-2-((R)-3-(methyl(5-(5,6,7,8-tetrahydro-1,8-naphthyridin-2-yl)pentyl)amino)pyrrolidin-1-yl)acetic acid